NC=1C=CC2=C(C(=CO2)N2C(N(C(CC2)=O)CC2=CC=C(C=C2)OC)=O)C1 (5-aminobenzofuran-3-yl)-3-(4-methoxybenzyl)dihydropyrimidine-2,4(1H,3H)-dione